N-(4-fluoro-3-(trifluoromethyl)phenyl)-3-(2-methoxy-5-(3-oxocyclohexyl)benzamido)-6-(trifluoromethyl)benzo[b]thiophene-2-carboxamide FC1=C(C=C(C=C1)NC(=O)C1=C(C2=C(S1)C=C(C=C2)C(F)(F)F)NC(C2=C(C=CC(=C2)C2CC(CCC2)=O)OC)=O)C(F)(F)F